N[C@H]1[C@H](CCCC1)NC=1N=NC(=C(N1)NC1=CC=C(C=C1)C1CCN(CC1)CC1CN(CC1)C=1C=C2C(N(C(C2=CC1)=O)C1C(NC(CC1)=O)=O)=O)C(=O)N 3-(((1S,2R)-2-aminocyclohexyl)amino)-5-((4-(1-((1-(2-(2,6-dioxopiperidin-3-yl)-1,3-dioxoisoindoline-5-yl)pyrrolidin-3-yl)methyl)piperidin-4-yl)phenyl)amino)-1,2,4-triazine-6-Formamide